C(#N)C1=C(C=C(C=C1)N1N=C(C=C1)CNC(=O)C1=NNC(=C1)C(C)O)C(F)(F)F N-((1-(4-cyano-3-trifluoromethylphenyl)-1H-pyrazol-3-yl)methyl)-5-(1-hydroxyethyl)-1H-pyrazole-3-carboxamide